2-(3-chloro-5-cyclopropyl-2-pyridyl)-3-methyl-6-(trifluoromethyl)imidazo[4,5-b]pyridine ClC=1C(=NC=C(C1)C1CC1)C1=NC=2C(=NC=C(C2)C(F)(F)F)N1C